[Al+].C(C)O[Si](OCC)(OCC)[O-] Triethylorthosilicate aluminum